N1C=C(C2=CC=CC=C12)C1CN(CC1)CCCC(=O)NN 4-(3-(1H-indol-3-yl)pyrrolidin-1-yl)butyryl-hydrazine